2-[(2,6-difluorobenzyl)(ethylpropoxycarbonyl)amino]-4-dimethylaminomethyl-5-(4-nitrophenyl)thiophene-3-carboxylic acid FC1=C(CN(C=2SC(=C(C2C(=O)O)CN(C)C)C2=CC=C(C=C2)[N+](=O)[O-])C(=O)OC(CC)CC)C(=CC=C1)F